C(C)(C)(C)N1N=C(C=C1C)NC1=CC(=C(C(=N1)C[C@@]1(C[C@H](NCC1)C)C(=O)OC(C)(C)C)F)CC tert-butyl (2R,4R)-4-((6-((1-(tert-butyl)-5-methyl-1H-pyrazol-3-yl) amino)-4-ethyl-3-fluoropyridin-2-yl) methyl)-2-methylpiperidine-4-carboxylate